ClC1=C(CN2C=C(C=3C2=NC=CC3)/C=C(/C(=O)O)\C#N)C=CC=C1C(F)(F)F (E)-3-(1-(2-chloro-3-(trifluoromethyl)benzyl)-1H-pyrrolo[2,3-b]pyridin-3-yl)-2-cyanoacrylic acid